[2H]C1=NC=2N=CNC(C2N1C)=O 8-deutero-7-methyl-1H-purin-6-one